BrC1=CC=2C(C3=CC(=CC=C3C2C=C1)Br)(C1=CC(=C(C(=C1)C)O[Si](C)(C)C(C)(C)C)C)C1=CC(=C(C(=C1)C)O[Si](C)(C)C(C)(C)C)C (((2,7-dibromo-9H-fluorene-9,9-diyl)bis(2,6-dimethyl-4,1-phenylene))bis(oxy))bis(tert-butyldimethylsilane)